FC1=C(C(=CC=C1)F)C1=CC=C(C=C1)C(=O)O 2',6'-Difluoro-[1,1'-biphenyl]-4-carboxylic acid